4-{[3-(2-aminobenzo[d]thiazol-6-yl)-5-benzyl-1H-pyrazol-1-yl]methyl}-N-hydroxybenzoamide NC=1SC2=C(N1)C=CC(=C2)C2=NN(C(=C2)CC2=CC=CC=C2)CC2=CC=C(C(=O)NO)C=C2